OC=1C=C(C=CC1)C=1C=NC=C(C(=O)N)C1 5-(3-hydroxyphenyl)nicotinamide